Perfluorophenyl 7-((bis(2-((2-(oxetan-3-yl)acetyl)thio)ethoxy)phosphoryl)difluoromethyl)-2-naphthoate O1CC(C1)CC(=O)SCCOP(=O)(OCCSC(CC1COC1)=O)C(C1=CC=C2C=CC(=CC2=C1)C(=O)OC1=C(C(=C(C(=C1F)F)F)F)F)(F)F